(2-(3-(2-chloro-4-(trifluoromethyl)phenyl)-2-oxo-2,3-dihydrobenzoxazol-6-yloxy)propionylamino)-propionic acid methyl ester COC(C(C)NC(C(C)OC1=CC2=C(N(C(O2)=O)C2=C(C=C(C=C2)C(F)(F)F)Cl)C=C1)=O)=O